O1C(OCC1)CCCO 1,3-dioxolane-2-propanol